(4aR,6R,7aR)-7,7-difluoro-2-(icosyloxy)-2-oxidotetrahydro-4H-furo[3,2-d][1,3,2]dioxaphosphinin FC1(CO[C@H]2[C@H]1OP(OC2)(=O)OCCCCCCCCCCCCCCCCCCCC)F